3-((5-(methylsulfonyl)-3-pyridinyl)carbonyl)-1,3-thiazolidine-4-carboxamide CS(=O)(=O)C=1C=C(C=NC1)C(=O)N1CSCC1C(=O)N